1-(tert-butyl) 2-methyl (2S,4S)-4-aminopyrrolidine-1,2-dicarboxylate hydrochloride Cl.N[C@H]1C[C@H](N(C1)C(=O)OC(C)(C)C)C(=O)OC